tert-butyl (6aR,8S)-2-chloro-8-((methylsulfonyl)oxy)-6a,7,8,9-tetra-hydropyrrolo[1',2':4,5]pyrazino[2,3-c]pyridazine-5(6H)-carboxylate ClC=1C=C2C(=NN1)N(C[C@@H]1N2C[C@H](C1)OS(=O)(=O)C)C(=O)OC(C)(C)C